(Z)-1-bromo-10-heptyl-8,8-dimethyl-7,9,11-trioxa-8-silaeicosa-14-ene BrCCCCCCO[Si](OC(OCC\C=C/CCCCC)CCCCCCC)(C)C